C(C)(C)(C)OC(=O)NCCN(C(OCC#CBr)=O)C 3-Bromoprop-2-yn-1-yl (2-((tert-butoxycarbonyl)amino)ethyl)(methyl)carbamate